C1(CC1)C1=CN=C(N=N1)N[C@@H]1C[C@H](CC1)NC1=CC=C(C=N1)N1C(N(C2=C1C=CC(=C2)C#N)C)=O 1-(6-(((1S,3S)-3-((6-Cyclopropyl-1,2,4-triazin-3-yl)amino)cyclopentyl)amino)pyridin-3-yl)-3-methyl-2-oxo-2,3-dihydro-1H-benzo[d]imidazole-5-carbonitrile